4-methylcyclohexane CC1CCCCC1